C(C)(=O)C1=CC(=C(COC2=CC=CC(=N2)C2CCN(CC2)CC2=NC=3C(=NC(=CC3)C(=O)OC)N2C[C@H]2OCC2)C=C1)F methyl (S)-2-((4-(6-((4-acetyl-2-fluorobenzyl)oxy)pyridin-2-yl)piperidin-1-yl)methyl)-3-(oxetan-2-ylmethyl)-3H-imidazo[4,5-b]pyridine-5-carboxylate